N[C@H]1C[C@@H](CCCC1)OC1=C(C(=CC=C1)F)C1=CC(=NN1)NC=1N=CC(=NC1)C#N 5-((5-(2-(((1R,3R)-3-aminocycloheptyl)oxy)-6-fluorophenyl)-1H-pyrazol-3-yl)amino)pyrazine-2-carbonitrile